N1=CSC=2N=CN=CC21 [1,3]thiazolo[5,4-d]pyrimidin